CN(C)P(=O)(N(C)C)Cl bis(N,N-dimethylamino)phosphoryl chloride